C(C)(C)(C)OC(=O)C=1N(C2=CC=CC(=C2C1)NC([C@H](C(C1=CC=C(C=C1)N1C(CN(CC1)C1CCC(CC1)OC)=O)N)C(=O)OCC1=CC=CC=2C3=CC=CC=C3CC12)=O)C(=O)OC(C)(C)C (S)-4-(2-fluorenylmethoxycarbonyl-amino-3-(4-(4-(4-methoxycyclohexyl)-2-oxopiperazin-1-yl)phenyl)propanamido)-1-t-butoxycarbonyl-indole-2-oic acid tert-butyl ester